ClC1=CC2=C(N(C(N=C2N2[C@H](CN([C@@H](C2)C)C(C=C)=O)C)=O)CC(C#N)(C)C)N=C1C1=C(C=CC=C1)F 3-[6-Chloro-4-[(2S,5R)-2,5-dimethyl-4-prop-2-enoyl-piperazin-1-yl]-7-(2-fluorophenyl)-2-oxo-pyrido[2,3-d]pyrimidin-1-yl]-2,2-dimethyl-propanenitrile